tert-butyl N-[[2-(dicyclopropylmethyl)-3-[4-[3,5-dimethyl-1-(2-trimethylsilylethoxymethyl)pyrazol-4-yl]anilino]-3-oxo-propanoyl]amino]carbamate C1(CC1)C(C(C(=O)NNC(OC(C)(C)C)=O)C(=O)NC1=CC=C(C=C1)C=1C(=NN(C1C)COCC[Si](C)(C)C)C)C1CC1